NCC1=CC=C2C(=CC=NC2=C1)OC=1C=CC2=C(N([C@H](C(N[C@@H](C2)CO)=O)C(C)C)C)C1 (2S,5S)-9-((7-(aminomethyl)quinolin-4-yl)oxy)-5-(hydroxymethyl)-2-isopropyl-1-methyl-1,4,5,6-tetrahydrobenzo[e][1,4]diazocin-3(2H)-one